benzoimidazole-5-carboxylic acid (3-hydroxy-propyl)-amide OCCCNC(=O)C1=CC2=C(N=CN2)C=C1